NC=1C(NC2=CC(=C(N=C2C1C1=C2C=NNC2=C(C=C1)F)OC(C)C)C)=O 3-Amino-4-(7-fluoro-1H-indazol-4-yl)-6-isopropoxy-7-methyl-1H-1,5-naphthyridin-2-one